O1C2=C(OCC1)C=C(C=C2)C=2N=C(SC2)NC(CC2=CC=C(OC1=NC=CC=C1C(=O)N)C=C2)=O 2-(4-(2-((4-(2,3-dihydrobenzo[b][1,4]dioxin-6-yl)thiazol-2-yl)amino)-2-oxoethyl)phenoxy)pyridine-3-carboxamide